4-amino-N-methyl-N-(6-(pentafluoro-λ6-sulfaneyl)-2,3-dihydro-benzofuran-3-yl)imidazo[1,5-a]quinoxaline-8-carboxamide NC=1C=2N(C3=CC(=CC=C3N1)C(=O)N(C1COC3=C1C=CC(=C3)S(F)(F)(F)(F)F)C)C=NC2